NC1=CC=C(C(=N1)CC)C1C(N(C2=CC=CC=C2C1)C)=O (6-amino-2-ethylpyridin-3-yl)-1-methyl-3,4-dihydroquinolin-2(1H)-one